C(C)OC1=CC=C(CC(C(=O)C2=CC=C(C=C2)N2CCOCC2)(CC)N(C)C)C=C1 2-(4-ethoxybenzyl)-2-(dimethylamino)-1-(4-morpholinophenyl)butan-1-one